C(#N)C1=C(C=C(C=C1)F)[C@H]([C@@H](C)C=1N(C(C(=C(N1)C(=O)NC=1C=NOC1)O)=O)C)C=1C(=NN(C1C)CCOC)C 2-((1s,2r)-1-(2-cyano-5-fluorophenyl)-1-(1-(2-methoxyethyl)-3,5-dimethyl-1H-pyrazol-4-yl)propan-2-yl)-5-hydroxy-N-(isoxazol-4-yl)-1-methyl-6-oxo-1,6-dihydropyrimidine-4-carboxamide